CC(C(=O)N1C(CNC(C1)C1=CC=C(C=C1)N1CCN(CC1)C)C)C 2-Methyl-1-[2-methyl-5-[4-(4-methylpiperazin-1-yl)phenyl]piperazin-1-yl]propan-1-one